ethoxytitanium C(C)O[Ti]